ClC1=C(C=C2CCN(CC2=C1)C)NC=1N=NC(=C(N1)NC1=NC=CC=C1C)C(=O)N ((7-chloro-2-methyl-1,2,3,4-tetrahydroisoquinolin-6-yl)amino)-5-((3-methylpyridin-2-yl)amino)-1,2,4-triazine-6-carboxamide